[Si](C)(C)(C(C)(C)C)OCC=1C=C(C=CC1)NC(\C(=C(\C=1C=NOC1C)/O)\C#N)=O (Z)-N-[3-[[tert-butyl(dimethyl)silyl]oxymethyl]phenyl]-2-cyano-3-hydroxy-3-(5-methyl-isoxazol-4-yl)prop-2-enamide